1-((R)-3-cyclohexyl-2-(4-(cyclopentyl-sulfonyl)benzamido)propanoyl)-4-(5-(2-hydroxypropan-2-yl)-1H-1,2,3-triazol-1-yl)pyrrolidine-2-carboxamide allyl-2,2,2-trichloroethanimidate C(C=C)OC(C(Cl)(Cl)Cl)=N.C1(CCCCC1)C[C@H](C(=O)N1C(CC(C1)N1N=NC=C1C(C)(C)O)C(=O)N)NC(C1=CC=C(C=C1)S(=O)(=O)C1CCCC1)=O